C(CCCCCCC)(=O)OC(CN(CC(CCCCCCCC)OC(CCCCCCC)=O)CCOC)CCCCCCCC ((2-methoxyethyl)azanediyl)bis(decane-1,2-diyl) dioctanoate